N-(4-(((2S,4R)-2-methyl-1-propionyl-1,2,3,4-tetrahydroquinolin-4-yl)amino)phenyl)-2-(3-(4-(2-((S)-6-oxohexahydropyrrolo[1,2-a]pyrazin-2(1H)-yl)ethoxy)phenyl)ureido)acetamide C[C@@H]1N(C2=CC=CC=C2[C@@H](C1)NC1=CC=C(C=C1)NC(CNC(=O)NC1=CC=C(C=C1)OCCN1C[C@H]2N(CC1)C(CC2)=O)=O)C(CC)=O